pyrazole nitrate [N+](=O)(O)[O-].N1N=CC=C1